2-hydroxyoctadecanoyl-CoA OC(C(=O)SCCNC(CCNC([C@@H](C(COP(OP(OC[C@@H]1[C@H]([C@H]([C@@H](O1)N1C=NC=2C(N)=NC=NC12)O)OP(=O)(O)O)(=O)O)(=O)O)(C)C)O)=O)=O)CCCCCCCCCCCCCCCC